FC(C(=O)O)(F)F.NCC(CC=1N(C(NN1)=O)C1=NC=C(C=C1C)C=1C=NC(=CC1)OC)=C(F)F [2-(aminomethyl)-3,3-difluoro-allyl]-4-[5-(6-methoxy-3-pyridinyl)-3-methyl-2-pyridinyl]-1,2,4-triazol-3-one trifluoroacetate salt